4-fluoro-7-methyl-N-((1S,3R)-3-(pyridin-3-yl)cyclohexyl)-1H-indole FC1=C2C=CN(C2=C(C=C1)C)[C@@H]1C[C@@H](CCC1)C=1C=NC=CC1